[N+](=O)([O-])C=1C(=NC(=NC1)NC1CCOCC1)NC1CCC(CC1)C(=O)N (1s,4s)-4-((5-nitro-2-((tetrahydro-2H-pyran-4-yl)amino)pyrimidin-4-yl)amino)cyclohexane-1-carboxamide